2-(3-pyridyl)thioacetamide N1=CC(=CC=C1)CC(=S)N